NC1=C2N=CN(C2=NC(=N1)F)[C@H]1C[C@@H]([C@@](O1)(C#C)COP(=O)(OC1=CC=CC=C1)N[C@@H](CC1=CC=CC=C1)C(=O)OCCCCCCCCCCCCCCCCCCCC)O icosyl ((((2R,3S,5R)-5-(6-amino-2-fluoro-9H-purin-9-yl)-2-ethynyl-3-hydroxytetrahydrofuran-2-yl)methoxy)(phenoxy)phosphoryl)-L-phenylalaninate